C(C)O[Si](CCCCCCCCCCN1N=NN=C1)(OCC)OCC 1-[10-(triethoxysilyl)decyl]-1,2,3,4-tetrazole